1'-(2-(3,4-dimethoxyphenyl)-3-isopropyl-1H-indol-5-yl)-N,N-dimethyl-[1,4'-bipiperidin]-4-amine COC=1C=C(C=CC1OC)C=1NC2=CC=C(C=C2C1C(C)C)N1CCC(CC1)N1CCC(CC1)N(C)C